CN(CCNC(N(C1=CC(=CC=C1)C(F)(F)F)C=1SC=C(N1)C1=CC(=NC=C1)OC)=O)C 3-[2-(dimethylamino)ethyl]-1-[4-(2-methoxy-4-pyridyl)thiazol-2-yl]-1-[3-(trifluoromethyl)phenyl]Urea